5-(1-chloroethyl)-3-(o-tolyl)isoxazole sodium [Na].ClC(C)C1=CC(=NO1)C1=C(C=CC=C1)C